deoxypsicose CC(=O)[C@H](O)[C@H](O)[C@H](O)CO